C(=CCCCCCC)C(C(=O)N)CC(=O)N 2-octen-1-ylsuccinamide